7-cyano-5-((R)-3-hydroxypyrrolidin-1-yl)-2,6-naphthyridine C(#N)C1=NC(=C2C=CN=CC2=C1)N1C[C@@H](CC1)O